1-(4,4'-bis(benzyloxy)-5-ethyl-2'-fluoro-[1,1'-biphenyl]-2-yl)cyclobutan-1-ol C(C1=CC=CC=C1)OC1=CC(=C(C=C1CC)C1=C(C=C(C=C1)OCC1=CC=CC=C1)F)C1(CCC1)O